(R)-6-(1-methyl-1H-pyrazol-4-yl)-3-(3-methylpiperazin-1-yl)pyrazolo[1,5-a]pyridine hydrochloride salt Cl.CN1N=CC(=C1)C=1C=CC=2N(C1)N=CC2N2C[C@H](NCC2)C